FC(OC1=CC=C(C=C1)CC=O)(F)F 2-(4-trifluoromethoxyphenyl)ethan-1-one